ClC1=CC=CC=2C3=C(OC21)C=CC=2C=CC=CC23 8-chloronaphtho[2,1-b]benzofuran